C1(CC[C@@H](CC)O1)=O R-gamma-caprolactone